C(C)(=O)O.C(C)(=O)O.N[C@@H](C(=O)N[C@@H](C(=O)N)CC(C)C)CC1=CC=CC=C1 (2R)-2-[[(2R)-2-amino-3-phenyl-propionyl]amino]-4-methyl-pentanoamide diacetate